5-[2-(benzyloxymethyl)-3-hydroxy-2-(hydroxymethyl)propyl]-N,N,2-trimethyl-benzenesulfonamide C(C1=CC=CC=C1)OCC(CC=1C=CC(=C(C1)S(=O)(=O)N(C)C)C)(CO)CO